CC1=NN(C(=C1)C)C1=NC(=CC=C1C(C)O)N1C=NC2=C1C=C(C=C2)NC=2N=NC(=CC2)C 1-[2-(3,5-dimethylpyrazol-1-yl)-6-[6-[(6-methylpyridazin-3-yl)amino]benzimidazol-1-yl]-3-pyridyl]ethanol